(2R,3R,4S,5R,6R)-6-((3-cyclohexylisoxazol-5-yl)methyl)-2-(hydroxymethyl)-5-methoxy-4-(4-(3,4,5-trifluorophenyl)-1H-1,2,3-triazol-1-yl)tetrahydro-2H-pyran-3-ol C1(CCCCC1)C1=NOC(=C1)C[C@@H]1[C@@H]([C@H]([C@H]([C@H](O1)CO)O)N1N=NC(=C1)C1=CC(=C(C(=C1)F)F)F)OC